[Si](C)(C)(C(C)(C)C)OC[C@@H](CB(O)O)C=1C=NC=C(C1)C1=CC(=C(C=C1)OC)OCCC (S)-(3-((tert-butyl-dimethylsilyl)oxy)-2-(5-(4-methoxy-3-propoxyphenyl)pyridin-3-yl)propyl)boronic acid